ClC=1C=2C(N=C3N(C2C=CC1)C1=CC(=CC=C1C3(C)C)C3CCN(CC3)CC3CCN(CC3)C(=O)OC(C)(C)C)=O tert-butyl 4-((4-(4-chloro-7,7-dimethyl-5-oxo-5,7-dihydroindolo[1,2-a]quinazolin-10-yl)piperidin-1-yl)methyl)piperidine-1-carboxylate